6-chloro-N-((1-((4-methoxy-3-((2-methoxyphenyl)sulfonamido)benzo[d]isoxazol-6-yl)methyl)-1H-pyrazol-4-yl)methyl)pyridine-3-sulfonamide ClC1=CC=C(C=N1)S(=O)(=O)NCC=1C=NN(C1)CC1=CC2=C(C(=NO2)NS(=O)(=O)C2=C(C=CC=C2)OC)C(=C1)OC